3-(1H-imidazol-1-yl)-N-(piperidin-3-yl)benzamide dihydrochloride Cl.Cl.N1(C=NC=C1)C=1C=C(C(=O)NC2CNCCC2)C=CC1